[(R)-1-(2-Fluoro-6-hydroxymethylphenyl)-pyrrolidin-3-yl]-carbamic acid tert-butyl ester C(C)(C)(C)OC(N[C@H]1CN(CC1)C1=C(C=CC=C1CO)F)=O